pyrrolidinylphosphoramidite N1(CCCC1)NP([O-])[O-]